CC1=NC(=C(C=C1C(=O)OCCCNC1CC1)F)C=1NC=C(N1)C(F)(F)F 3-(cyclopropylamino)propan-1-ol Methyl-5-fluoro-6-[4-(trifluoromethyl)-1H-imidazol-2-yl]pyridine-3-carboxylate